O1C(=CC=C1)C1=CC=C2C=C(C(=NC2=C1C(NC1=CSC=C1)=O)OC)C(=O)OC methyl 7-(furan-2-yl)-2-methoxy-8-(thiophen-3-ylcarbamoyl)quinoline-3-carboxylate